Methyl (E)-1,2,3,4-tetrahydroquinoline-1-carboxylate N1(CCCC2=CC=CC=C12)C(=O)OC